NC1=C(SC=2N=C(N=CC21)C)C(=O)NC2CC=1C=C(C(=NC1CC2)N2CC(C(C2)NC)OC)F 5-amino-N-{3-fluoro-2-[3-methoxy-4-(methylamino)pyrrolidin-1-yl]-5,6,7,8-tetrahydroquinolin-6-yl}-2-methylthieno[2,3-d]pyrimidine-6-carboxamide